4-((1H-pyrazol-1-yl)methyl)-2-methoxy-N-((2-methoxyphenyl)sulfonyl)benzamide N1(N=CC=C1)CC1=CC(=C(C(=O)NS(=O)(=O)C2=C(C=CC=C2)OC)C=C1)OC